COC(=O)[C@]1(NC[C@@H](C1)O)CC#N (2S,4R)-2-(Cyanomethyl)-4-hydroxypyrrolidine-2-carboxylic acid methyl ester